(1z,4z,6e,15z,19e)-5,15,20-triphenyl-9h,10h-porphyrin-10-ylphenol C1(=CC=CC=C1)/C/1=C/2\C=C/C(/N2)=C(/C=2C=C/C(=C(/C3=CC=C(C(C4C=CC1=N4)C4=C(C=CC=C4)O)N3)\C3=CC=CC=C3)/N2)\C2=CC=CC=C2